(1R,2S,4R)-2-tert-butoxy-4-(tert-butoxycarbonylamino)cyclobutanecarboxylic acid C(C)(C)(C)O[C@@H]1[C@@H]([C@@H](C1)NC(=O)OC(C)(C)C)C(=O)O